1,2-bisheptadecanoyl-sn-glycero-3-phosphate C(CCCCCCCCCCCCCCCC)(=O)OC[C@@H](OC(CCCCCCCCCCCCCCCC)=O)COP(=O)(O)O